COC(CCNC(CN(C(CCCCNC(OCC1=CC=CC=C1)=O)C(NCCC(=O)OC)=O)CC(NCCC(=O)OC)=O)=O)=O Methyl 10-(2-((3-methoxy-3-oxopropyl)amino)-2-oxoethyl)-9-((3-methoxy-3-oxopropyl)carbamoyl)-3,12-dioxo-1-phenyl-2-oxa-4,10,13-triazahexadecan-16-oate